1,2,6-trimethylpyridine CN1C(C=CC=C1C)C